1-(4-(4-Cyanopiperidin-1-yl)-5-(isopropylsulfanyl)thiazol-2-yl)-4-(3-fluorophenyl)-3-methyl-1H-pyrazole-5-carboxylic acid C(#N)C1CCN(CC1)C=1N=C(SC1SC(C)C)N1N=C(C(=C1C(=O)O)C1=CC(=CC=C1)F)C